BrC1=CC(=C(C(=C1N1N=C2N=C(NC(C2=C1)=O)OCC)F)F)C 2-(6-bromo-2,3-difluoro-4-methylphenyl)-6-ethoxy-2,5-dihydro-4H-pyrazolo[3,4-d]pyrimidin-4-one